(3,4-dimethoxybenzyl)acetonitrile COC=1C=C(CCC#N)C=CC1OC